C(C=CC)(=O)OC1=CC=C2C=CCOC2=C1 chromen-7-yl 2-butenoate